1-(pyridin-2-ylmethyl)-3-((4-chlorophenyl)ethynyl)-4-(4-(trifluoromethyl)phenyl)-1H-pyrrole-2,5-dione N1=C(C=CC=C1)CN1C(C(=C(C1=O)C1=CC=C(C=C1)C(F)(F)F)C#CC1=CC=C(C=C1)Cl)=O